N-(isoquinolin-6-ylmethyl)-4-(5-methyl-2-((1-methyl-1H-pyrazol-5-yl)amino)pyrimidin-4-yl)oxazole-2-carboxamide C1=NC=CC2=CC(=CC=C12)CNC(=O)C=1OC=C(N1)C1=NC(=NC=C1C)NC1=CC=NN1C